CC(CCCCCCC(=O)OC(CCCCCCC(CCC)C)=O)CCC 8-methyl-undecanoic anhydride